ClC1=C2C(=NC=C1C=1C=C(C=CC1)N1C(CN(CC1)C(CCCCCN(C1=C3CN(C(C3=CC=C1)=O)C1C(NC(CC1)=O)=O)C)=O)=O)NC=C2CC 3-(4-((6-(4-(3-(4-chloro-3-ethyl-1H-pyrrolo[2,3-b]pyridin-5-yl)phenyl)-3-oxopiperazin-1-yl)-6-oxohexyl)(methyl)amino)-1-oxoisoindolin-2-yl)piperidine-2,6-dione